9-[(propan-2-yl)amino]-6-[3-(pyrrolidin-1-yl)propoxy]-1H,2H,3H-cyclopenta[b]quinolin-7-ol CC(C)NC1=C2C(=NC=3C=C(C(=CC13)O)OCCCN1CCCC1)CCC2